C(C1=CC=CC=C1)(=O)NC(N(C=1N=CNC1C(N)=O)CC1=C(C=C(C=C1)Cl)[C@@H]1N(CCCCC1)C(=O)OC(C)(C)C)=S tert-Butyl (R)-2-(2-((3-benzoyl-1-(5-carbamoyl-1H-imidazol-4-yl)thioureido)methyl)-5-chlorophenyl)azepane-1-carboxylate